CC1=C(C=CC(=C1)CC(C)(C)C)CC(C=O)C 3-(2-methyl-4-neopentylphenyl)-2-methylpropanaldehyde